(S)-2-amino-2-cycloheptyl-N-(5-(4-(hydroxymethyl)-1-methyl-1H-pyrazol-5-yl)pyridin-2-yl)acetamide N[C@H](C(=O)NC1=NC=C(C=C1)C1=C(C=NN1C)CO)C1CCCCCC1